2,3,4,5-tetrahydrobenzo[f][1,4]oxazepine O1CCNCC2=C1C=CC=C2